1-(3-cyclopentylphenyl)ethan-1-one C1(CCCC1)C=1C=C(C=CC1)C(C)=O